5-{5-Azaspiro[2.4]-heptan-5-ylmethyl}-2-{6-cyclopropyl-4-[2-(4-methyl-1,2,4-triazol-3-yl)-phenyl]-pyridin-2-yl}-7-(trifluoromethyl)-1,3-benzoxazole C1CC12CN(CC2)CC=2C=C(C1=C(N=C(O1)C1=NC(=CC(=C1)C1=C(C=CC=C1)C1=NN=CN1C)C1CC1)C2)C(F)(F)F